(3-{[2-(4-Chlorophenyl)imidazo[1,2-a]pyridin-3-yl]methyl}-3,8-diazabicyclo[3.2.1]oct-8-yl)(4-methyl-1,3-thiazol-2-yl)methanone ClC1=CC=C(C=C1)C=1N=C2N(C=CC=C2)C1CN1CC2CCC(C1)N2C(=O)C=2SC=C(N2)C